2-iodo-4-(trifluoromethyl)benzoic acid IC1=C(C(=O)O)C=CC(=C1)C(F)(F)F